methyl 2-((4-((6-((4-cyano-2-fluorophenoxy) methyl)-5-fluoropyridin-2-yl) oxy) piperidin-1-yl) methyl)-1-((1-(cyanomethyl) cyclopropyl) methyl)-1H-benzo[d]imidazole-6-carboxylate C(#N)C1=CC(=C(OCC2=C(C=CC(=N2)OC2CCN(CC2)CC2=NC3=C(N2CC2(CC2)CC#N)C=C(C=C3)C(=O)OC)F)C=C1)F